C(C)OC(CN(C(C(OC1=C(C(=CC(=C1)F)F)C(C([2H])([2H])[2H])([2H])[2H])([2H])[2H])=O)CC1=C(C=C(C=C1)C#N)F)=O.BrCC1=CC=C(C=C1)CBr 1,4-di(bromomethyl)benzene ethyl-2-[(4-cyano-2-fluoro-phenyl)methyl-[2,2-dideuterio-2-[3,5-difluoro-2-(1,1,2,2,2-pentadeuterioethyl)phenoxy]acetyl]amino]acetate